2-(1-(4-amino-3-(benzo[b]thiophen-2-yl)-1H-pyrazolo[3,4-d]pyrimidin-1-yl)ethyl)-3-(3-fluorophenyl)-4H-chromen-4-one NC1=C2C(=NC=N1)N(N=C2C2=CC1=C(S2)C=CC=C1)C(C)C=1OC2=CC=CC=C2C(C1C1=CC(=CC=C1)F)=O